N-(2-((3-(4-(3-(2,4-dihydroxy-5-isopropylphenyl)-5-hydroxy-4H-1,2,4-triazol-4-yl)phenoxy)propyl)amino)-2-oxoethyl)propanamide OC1=C(C=C(C(=C1)O)C(C)C)C1=NN=C(N1C1=CC=C(OCCCNC(CNC(CC)=O)=O)C=C1)O